CS(=O)(=O)OCCC=1C=C(C(C(=O)OC)=CC1CCOS(=O)(=O)C)C(=O)OC dimethyl 4,5-bis(2-((methylsulfonyl)oxy)ethyl)phthalate